(E)-4-(dimethylamino)-1-(8-(5-methylthiophene-2-carbonyl)-3,8-diazabicyclo[3.2.1]octan-3-yl)but-2-en-1-one CN(C/C=C/C(=O)N1CC2CCC(C1)N2C(=O)C=2SC(=CC2)C)C